C(C)C=1C(=CC=C2C=C(C=C(C12)C1=C(C=2N=C(N=C(C2C=N1)N1CCCCC1)OC[C@@H]1C[C@H](CN1C)O)F)O)F (3r,5s)-5-(((7-(8-ethyl-7-fluoro-3-hydroxynaphthalen-1-yl)-8-fluoro-4-(piperidin-1-yl)pyrido[4,3-d]pyrimidin-2-yl)oxy)methyl)-1-methylpyrrolidin-3-ol